C(C)(C)(C)NC1=CC(=C(C=C1)N1CC2OC(C1)C2)F tert-butyl-4-(6-oxa-3-azabicyclo[3.1.1]heptan-3-yl)-3-fluoroaniline